C[NH+](C)C1=CC2=C(C=C1)NC3=C(S2)C=C(C=C3)[NH+](C)C LeucoMethylthioninium